P(OC)(OC(C(C1=CC(=CC=C1)OCC1=CC(=C(C=C1)C1=CC(=NC=C1F)OC)CN(C(C)C)C(C)C)C1CC1)C)=O methyl (1-cyclopropyl-1-(3-((3-((diisopropylamino) methyl)-4-(5-fluoro-2-methoxypyridin-4-yl) benzyl) oxy) phenyl) propan-2-yl) phosphonate